S-(thiazol-5-ylmethyl) ethanethioate C(C)(SCC1=CN=CS1)=O